FC(COC1=CC=2N(C=C1)C(=C(N2)N2CC1=NC=C(C=C1C2=O)C(F)(F)F)S(=O)(=O)CC)F 6-[7-(2,2-difluoroethoxy)-3-ethylsulfonyl-imidazo[1,2-a]pyridin-2-yl]-3-(trifluoromethyl)-7H-pyrrolo[3,4-b]pyridin-5-one